1-(3-triethoxysilylpropyl)-3-methylimidazolium hypophosphite [PH2](=O)[O-].C(C)O[Si](CCCN1C=[N+](C=C1)C)(OCC)OCC